ClC=1C=CC(=C2C=C(NC12)C(=O)N[C@H](C(=O)N[C@@H](C[C@H]1C(NCCC1)=O)C#N)CC1CC1)F 7-chloro-N-((S)-1-(((S)-1-cyano-2-((S)-2-oxopiperidin-3-yl)ethyl)amino)-3-cyclopropyl-1-oxopropan-2-yl)-4-fluoro-1H-indole-2-carboxamide